OCCNCCCCCCCC(=O)OC(CCCCCCCC)CCCCCCCC octylnonyl 8-(2-hydroxyethylamino)octanoate